2-(5-(4-fluorophenyl)-3-isopropylisoxazol-4-yl)thiazole-4-carboxamide FC1=CC=C(C=C1)C1=C(C(=NO1)C(C)C)C=1SC=C(N1)C(=O)N